ClC1=C(C=CC(=C1)OC(F)F)N=C=S 2-chloro-4-(difluoromethoxy)-1-isothiocyanato-benzene